3-{[3-(8-{[(3S,4R)-3-fluoropiperidin-4-yl]amino}-3-[(trifluoromethyl)sulfanyl]indolizin-2-yl)prop-2-yn-1-yl]amino}-4-hydroxy-N-methylbenzamide F[C@H]1CNCC[C@H]1NC1=CC=CN2C(=C(C=C12)C#CCNC=1C=C(C(=O)NC)C=CC1O)SC(F)(F)F